ClC1=C(C(=C(C(=O)O)C=C1)C)C(F)(F)F 4-Chloro-2-methyl-3-(trifluoromethyl)benzoic acid